C(C)(C)(C)C1=CC=C(C=C1)N1C2=NN=C(N2C=2C=NC3=CC=C(C=C3C12)C=1C=CC(=NC1)NC(CNC)=O)CC N-{5-[16-(4-tert-butylphenyl)-12-ethyl-8,11,13,14,16-pentaazatetracyclo[8.6.0.02,7.011,15]-hexadec-1(10),2,4,6,8,12,14-heptaen-4-yl]Pyridin-2-yl}-2-(methylamino)acetamide